N-(4-(2-(4-(cyanomethyl)phenyl)propyl)-6-(((R)-1-hydroxy-4-methylpent-2-yl)amino)-1,3,5-triazin-2-yl)methanesulfonamide C(#N)CC1=CC=C(C=C1)C(CC1=NC(=NC(=N1)N[C@@H](CO)CC(C)C)NS(=O)(=O)C)C